ClC=1C2=C(N=CN1)NCC21CCCC1 4'-chloro-6',7'-dihydrospiro[cyclopentane-1,5'-pyrrolo[2,3-d]pyrimidine]